tert-butyl (E)-(4-((5-carbamoyl-3-nitropyridin-2-yl)amino)but-2-en-1-yl)carbamate C(N)(=O)C=1C=C(C(=NC1)NC/C=C/CNC(OC(C)(C)C)=O)[N+](=O)[O-]